N1(CCC1)CCO 2-(azetidin-1-yl)ethanol